C(CCCCC)(=O)OSCCCCCCCCCC (decylthio) hexanoate